5-(8-((1-(2-(4-(4-chloro-1,2-diphenylbut-1-en-1-yl)phenoxy)ethyl)piperidin-4-yl)methyl)-3,8-diazabicyclo[3.2.1]octane-3-yl)-2-(2,6-dioxopiperidin-3-yl)-6-fluoroisoindole ClCCC(=C(C1=CC=CC=C1)C1=CC=C(OCCN2CCC(CC2)CN2C3CN(CC2CC3)C3=CC2=CN(C=C2C=C3F)C3C(NC(CC3)=O)=O)C=C1)C1=CC=CC=C1